ClC1=CC2=C(N(C(N=C2N2[C@H](CN(CC2)C(=O)OC(C)(C)C)C)=O)C=2C(=NC=CC2C)C(C)C)N=C1C1=C(C(=CC=C1)C)OC tert-butyl (S)-4-(6-chloro-1-(2-isopropyl-4-methylpyridin-3-yl)-7-(2-methoxy-3-methylphenyl)-2-oxo-1,2-dihydropyrido[2,3-d]pyrimidin-4-yl)-3-methylpiperazine-1-carboxylate